trisaminosilane 2-pentylheptyl-(S)-3-(3,5-difluorophenyl)-2-(((S)-(perfluorophenoxy)(phenoxy)phosphoryl)amino)propanoate C(CCCC)C(COC([C@H](CC1=CC(=CC(=C1)F)F)N[P@](=O)(OC1=CC=CC=C1)OC1=C(C(=C(C(=C1F)F)F)F)F)=O)CCCCC.N[SiH](N)N